(5-(1-methyl-1H-pyrazol-3-yl)pyridin-2-yl)propanamide CN1N=C(C=C1)C=1C=CC(=NC1)C(C(=O)N)C